3,6-bis(4-amino-2-trifluoromethyl-phenoxy)benzonorbornene NC1=CC(=C(OC2C3C4=C(C2CC3)C=C(C=C4)OC4=C(C=C(C=C4)N)C(F)(F)F)C=C1)C(F)(F)F